5,5,6,6,9,9,10,10-octamethyl-2,13-tetradecanedione CC(CCC(C)=O)(C(CCC(C(CCC(C)=O)(C)C)(C)C)(C)C)C